NC=1N=C(C2=C(N1)C=NN2CC2=C(C=C(C(=C2)CNCCO)F)OC)N[C@H](CCO)CCC (3S)-3-({5-amino-1-[(4-fluoro-5-{[(2-hydroxyethyl)amino]methyl}-2-methoxyphenyl)methyl]-1H-pyrazolo[4,3-d]pyrimidin-7-yl}amino)hexan-1-ol